5-bromo-3-chloro-1-(5-(3-fluoro-4-isopropoxyphenyl)-1,2,4-oxadiazol-3-yl)-1H-indole BrC=1C=C2C(=CN(C2=CC1)C1=NOC(=N1)C1=CC(=C(C=C1)OC(C)C)F)Cl